[(S)-8-((R)-3-Methylmorpholin-4-yl)-6-oxo-2-trifluoromethyl-3,4-dihydro-2H,6H-pyrimido[1,2-a]pyrimidin-1-yl]acetic acid isopropyl ester C(C)(C)OC(CN1C=2N(CC[C@H]1C(F)(F)F)C(C=C(N2)N2[C@@H](COCC2)C)=O)=O